CC1=CC=C(C=C1)S(=O)(=O)OCC1CC1 Cyclopropylmethyl 4-methylbenzenesulfonate